C(C)(CC)N1N=CC(=C1)NC1=NC=NC=C1 4-((1-(sec-butyl)-1H-pyrazol-4-yl)amino)pyrimidin